COC1=CC=C(C=C1)N1N=C(CC1=O)C(=O)OC methyl 1-(4-methoxyphenyl)-5-oxo-4,5-dihydro-1H-pyrazole-3-carboxylate